4-bromo-8-fluoro-quinoline BrC1=CC=NC2=C(C=CC=C12)F